C(#N)C(COC1=CC=2N(C=C1)C(=CN2)C2=CC(=C(C(=O)NC1CC1)C(=C2)OC)OC(F)F)(C)C 4-[7-(2-cyano-2-methyl-propoxy)imidazo[1,2-a]pyridin-3-yl]-N-cyclopropyl-2-(difluoromethoxy)-6-methoxy-benzamide